NC1=NN2C(N=CC=C2)=C1C(=O)N[C@@H](C)C=1N(C(C=2C(=CC=C3C2C1C(N3)=O)C#C)=O)C3=CC=CC=C3 (S)-2-amino-N-(1-(6-ethynyl-2,5-dioxo-4-phenyl-1,2,4,5-tetrahydropyrrolo[4,3,2-de]isoquinolin-3-yl)ethyl)pyrazolo[1,5-a]pyrimidine-3-carboxamide